Cyclopropyl (3-amino-5-methoxyphenyl)carbamate NC=1C=C(C=C(C1)OC)NC(OC1CC1)=O